C1C(=C(N2[C@H](S1)[C@@H](C2=O)NC(=O)[C@@H](C3=CC=CC=C3)S(=O)(=O)O)C(=O)[O-])C[N+]4=CC=C(C=C4)C(=O)N The molecule is a pyridinium-substituted semi-synthetic, broad-spectrum, cephalosporin antibiotic. It has a role as an antibacterial drug. It is a cephalosporin, a primary carboxamide and an organosulfonic acid.